(2e)-1-(2,6,6-trimethyl-1,3-cyclohexadien-1-yl)-2-buten CC1=C(C(CC=C1)(C)C)C\C=C\C